Tert-butyl 2-(1,3,4-trimethyl-1H-indazol-7-yl)acetate CN1N=C(C2=C(C=CC(=C12)CC(=O)OC(C)(C)C)C)C